Bis(2-hexyldecyl) 7,7'-((2-(6-aminopyridin-3-yl)ethyl)azanediyl)diheptanoate NC1=CC=C(C=N1)CCN(CCCCCCC(=O)OCC(CCCCCCCC)CCCCCC)CCCCCCC(=O)OCC(CCCCCCCC)CCCCCC